benzyloxymethoxy-methanol C(C1=CC=CC=C1)OCOCO